The molecule is a glycosyloxyflavone that is kaempferol attached to alpha-L-rhamnopyranosyl-(1->2)-alpha-L-arabinopyranosyl residue at position 3 and a alpha-L-rhamnopyranosyl residue at position 7 via glycosidic linkages. It has been isolated from the whole plant of Anthyllis hermanniae. It has a role as a metabolite and a plant metabolite. It is a glycosyloxyflavone, an alpha-L-rhamnoside, an alpha-L-arabinopyranoside and a dihydroxyflavone. It derives from a kaempferol. C[C@H]1[C@@H]([C@H]([C@H]([C@@H](O1)O[C@@H]2[C@H]([C@H](CO[C@H]2OC3=C(OC4=CC(=CC(=C4C3=O)O)O[C@H]5[C@@H]([C@@H]([C@H]([C@@H](O5)C)O)O)O)C6=CC=C(C=C6)O)O)O)O)O)O